C(C)(=O)SCCCC(=O)NC1=C2N=CNC2=NC(=N1)Cl 6-(4-(acetylthio)butanamido)-2-chloro-9H-purin